(benzyloxy)-N-methoxy-N-methyl-nicotinamide C(C1=CC=CC=C1)OC1=C(C(=O)N(C)OC)C=CC=N1